ClC=1C=NC(=NC1)N1CCC(CC1)CCCOC1=CC(=C(C=C1)CC(=O)N1CC(C1)CNC[C@@H]([C@H]([C@@H](CO)O)O)O)F 2-[4-[3-[1-(5-chloropyrimidin-2-yl)-4-piperidyl]propoxy]-2-fluoro-phenyl]-1-[3-[[[(2S,3R,4R)-2,3,4,5-tetrahydroxypentyl]amino]methyl]azetidin-1-yl]ethanone